1,1,3,3,3-Pentafluoro-2-trifluoromethyl-propylmethylether FC(C(C(F)(F)F)C(F)(F)F)(F)COCC(C(C(F)(F)F)C(F)(F)F)(F)F